C1(=CC=CC=C1)NS(=O)(=O)C1=C(C=C(C=C1)NC(=O)NC1=CC=CC=C1)NC(=O)NC1=CC=CC=C1 N-phenyl-2,4-bis(3-phenylureido)benzenesulfonamide